3-(2,5-dichloropyrimidin-4-yl)-1-(ethylsulfonyl)-1H-indole ClC1=NC=C(C(=N1)C1=CN(C2=CC=CC=C12)S(=O)(=O)CC)Cl